ClC=1C(=NC(=NC1)NC1CCOCC1)C1=CC=C2CN(C(C2=C1)=O)[C@@H](C(=O)N[C@H](CO)C1=C(C=CC(=C1)F)Cl)C (2R)-2-(6-{5-chloro-2-[(oxan-4-yl)amino]pyrimidin-4-yl}-1-oxo-2,3-dihydro-1H-isoindol-2-yl)-N-[(1S)-1-(2-chloro-5-fluorophenyl)-2-hydroxyethyl]propanamide